[H-].[H-].P(=O)(O)(O)O.[Na+].[Na+] di-sodium phosphate dihydride